3,3-di(4-methoxyphenyl)-6-methoxy-7-(3-hydroxymethylenepiperidin-1-yl)-13,13-dimethyl-3H,13H-indeno[2',3':3,4]naphtho[1,2-b]pyran COC1=CC=C(C=C1)C1(C=CC2=C(O1)C=1C=C(C(=CC1C1=C2C(C2=CC=CC=C21)(C)C)N2CC(CCC2)=CO)OC)C2=CC=C(C=C2)OC